[Cl-].C(CCCCCCCCCCCCCCCCCCCCC)[N+](CC)(C)C behenyl-dimethyl-ethylammonium chloride